CC(C(=O)N1CC2(C1)CNC2)C 2-methyl-1-(2,6-diazaspiro[3.3]heptan-2-yl)propan-1-one